Cl.Cl.CN1N=C(C2=CC=C(C=C12)N1C[C@@H](CC1)CN1[C@H](CNCC1)C)C1C(NC(CC1)=O)=O 3-(1-methyl-6-((S)-3-(((S)-2-methylpiperazin-1-yl)methyl)pyrrolidin-1-yl)-1H-indazol-3-yl)piperidine-2,6-dione dihydrochloride